1-(4-(2,6-dioxopiperidin-3-yl)-3,5-difluorophenyl)piperidine O=C1NC(CCC1C1=C(C=C(C=C1F)N1CCCCC1)F)=O